C1=C(C=CC2=CC3=CC=CC=C3C=C12)C(=O)NCC(=O)N1[C@@H](C[C@@](C1)(CF)F)C(=O)N[C@H](C)C=1SC=C(C1)C(N)=N (2S,4R)-1-((anthracene-2-carbonyl)glycyl)-N-((R)-1-(4-carbamimidoylthiophen-2-yl)ethyl)-4-fluoro-4-(fluoromethyl)pyrrolidine-2-carboxamide